C(C=C)(=O)N1[C@H](CN(CC1)C=1C2=C(N=C(N1)N1CC(C1)N(C)C)CC(OC2)C2=CC=CC1=CC=CC(=C21)Cl)CC#N 2-((2S)-1-acryloyl-4-(7-(8-chloronaphthalen-1-yl)-2-(3-(dimethylamino)azetidin-1-yl)-7,8-dihydro-5H-pyrano[4,3-d]pyrimidin-4-yl)piperazin-2-yl)acetonitrile